3-chloro-10-[2-[2-(2-methoxyethoxy)ethoxy]ethyl]-5,10-dihydro-11H-dibenzo[b,e][1,4]diazepin-11-one ClC=1C=CC2=C(NC3=C(N(C2=O)CCOCCOCCOC)C=CC=C3)C1